(3-carbamoylbicyclo[1.1.1]pent-1-yl)carbamic acid tert-butyl ester C(C)(C)(C)OC(NC12CC(C1)(C2)C(N)=O)=O